FC(C(=O)O)(F)F.C(C)NC(=O)NC=1C=C(C=NC1)C1=CC(=NC=C1)C=1NC(=CN1)C1=CC=CC=C1 N-Ethyl-N'-[2'-(5-phenyl-1H-imidazol-2-yl)-3,4'-bipyridin-5-yl]urea trifluoroacetate salt